4-[4-(2-amino-1-hydroxyethyl)phenyl]-3-[5-(3-fluorophenyl)-2-methylpyrazol-3-yl]oxybenzonitrile NCC(O)C1=CC=C(C=C1)C1=C(C=C(C#N)C=C1)OC=1N(N=C(C1)C1=CC(=CC=C1)F)C